1-chloro-4-(D-glucopyranos-1-yl)-2-[4-((S)-tetrahydrofuran-3-yloxy)-benzyl]-benzene ClC1=C(C=C(C=C1)C1(O)[C@H](O)[C@@H](O)[C@H](O)[C@H](O1)CO)CC1=CC=C(C=C1)O[C@@H]1COCC1